COP(OC)N(CC)CC (dimethoxyphosphino)diethylamine